(S)-1-((R)-2-((1-chloro-4-(o-tolyl)isoquinolin-7-yl)oxy)propanoyl)piperidine-3-carbonitrile ClC1=NC=C(C2=CC=C(C=C12)O[C@@H](C(=O)N1C[C@H](CCC1)C#N)C)C1=C(C=CC=C1)C